ClC1=CC=C(C=C1)S(=O)(=O)N1CCN(CC1)C(CSC=1OC(=NN1)C=1C(=NN(C1)C)C(F)F)=O 1-(4-((4-chlorophenyl)sulfonyl)piperazin-1-yl)-2-((5-(3-(difluoromethyl)-1-methyl-1H-pyrazol-4-yl)-1,3,4-oxadiazol-2-yl)thio)ethan-1-one